[N+](=O)([O-])C1=CC=CC2=C1CCCC[C@@H]2O (S)-1-nitro-6,7,8,9-tetrahydro-5H-benzo[7]annulen-5-ol